2-hydroperoxy-1-propanol O(O)C(CO)C